NC1=NC=CC(=C1F)CC=1C(=C(C(=C(C(=O)OC)C1)NC1=C(C=C(C=C1)I)F)F)F methyl 5-[(2-amino-3-fluoropyridine-4-yl)methyl]-3,4-difluoro-2-(2-fluoro-4-iodoanilino)benzoate